1-bromo-10,14-difluoro-12-(pyrrolidin-1-yl)-5,6,7,8-tetrahydropyrazolo[5',1':3,4][1,4]diazocino[1,2-a]indole BrC=1C=NN2C1C=1N(C=3C(=CC(=CC3C1F)N1CCCC1)F)CCCC2